2-ethylhexyloxycarbonylmethyl acrylate C(C=C)(=O)OCC(=O)OCC(CCCC)CC